OC1=C(N=C(N(C1=O)C)C1N(CCCC1)C(=O)OC(C)(C)C)C(NC=1C=NOC1)=O tert-butyl 2-(5-hydroxy-4-(isoxazol-4-ylcarbamoyl)-1-methyl-6-oxo-1,6-dihydropyrimidin-2-yl)piperidine-1-carboxylate